ClC1=CC(=CC2=C1N=C(S2)C2CCN(CC2)C)C(=O)NC2CCCC2 4-chloro-N-cyclopentyl-2-(1-methylpiperidin-4-yl)benzo[d]thiazole-6-carboxamide